O1CCN(CCC1)C(=O)C1=CC2=C(C=N1)C(=NN2CC(F)(F)F)C2=CN=C1N2C=C(C=C1)C#N 3-[6-(1,4-Oxazepane-4-carbonyl)-1-(2,2,2-trifluoro-ethyl)-1H-pyrazolo[4,3-c]pyridin-3-yl]-imidazo[1,2-a]pyridine-6-carbonitrile